C(C=C)(=O)N1C[C@@H](N(C[C@H]1C)C1=NC(N2C3=C(C(=C(C=C13)Cl)C1=C(C=C(C=C1)F)F)OCC2CN(C)C)=O)C 7-((2S,5R)-4-acryloyl-2,5-dimethylpiperazin-1-yl)-9-chloro-10-(2,4-difluorophenyl)-3-((dimethylamino)methyl)-2H-[1,4]oxazino[2,3,4-ij]quinazolin-5(3H)-one